6-((2-methyl-4-(4-(trifluoromethyl)piperidin-1-yl)phenyl)amino)-1,4-dihydro-2H-benzo[d][1,3]oxazin-2-one CC1=C(C=CC(=C1)N1CCC(CC1)C(F)(F)F)NC1=CC2=C(NC(OC2)=O)C=C1